C(C)(C)(C)OC(=O)N1CCC2(CC1)C(C1=C(C=NC=C1)C2)=O 5-oxo-5,7-dihydrospiro[cyclopenta[c]pyridine-6,4'-piperidine]-1'-carboxylic acid tert-butyl ester